C(C(O)CC(=O)[O-])(=O)[O-].CC1=NC=CC(=C1[C@H]1[NH+](CCC1)C)C.CC1=NC=CC(=C1[C@H]1[NH+](CCC1)C)C (2S)-2-(2,4-dimethylpyridin-3-yl)-1-methylpyrrolidin-1-ium malate